ClC1=C(C=CC(=C1F)OC)C1=CN=C(N1C)C(=O)NC1=CC(=C(C=C1)C(=O)N1CCNCC1)C 5-(2-chloro-3-fluoro-4-methoxy-phenyl)-1-methyl-N-[3-methyl-4-(piperazine-1-carbonyl)phenyl]imidazole-2-carboxamide